Cl.NC(C(=O)N1CCN(CC1)C(=O)NC1=NC(N(C=C1)C1CCC(CC1)CN1CC2C(C2C1)CN)=O)(C)C 4-(2-Amino-2-methylpropanoyl)-N-(1-(4-((exo-6-(aminomethyl)-3-azabicyclo[3.1.0]hex-3-yl)methyl)cyclohexyl)-2-oxo-1,2-dihydropyrimidin-4-yl)piperazine-1-carboxamide hydrochloride